1-((1R,2S,3R,3aS,5R)-2,3,5-trihydroxy-2,3,3a,4,5,6-hexahydro-1H-inden-1-yl)-1H-1,2,4-triazole-3-carboxamide O[C@H]1[C@@H](C2=CC[C@H](C[C@@H]2[C@H]1O)O)N1N=C(N=C1)C(=O)N